((2-(((5S,8S,10aR)-3-acetyl-6-oxo-8-(2-azaspiro[4.5]decane-2-carbonyl)decahydropyrrolo[1,2-a][1,5]diazocin-5-yl)carbamoyl)benzo[b]thiophen-5-yl)difluoromethyl)phosphonic acid C(C)(=O)N1CC[C@@H]2N(C([C@H](C1)NC(=O)C1=CC3=C(S1)C=CC(=C3)C(F)(F)P(O)(O)=O)=O)[C@@H](CC2)C(=O)N2CC3(CC2)CCCCC3